ClC=1C(=NC(=NC1)NC1CCOCC1)C1=CC=C2CN(C(C2=C1)=O)CC(=O)NC(CO)C=1N=C(SC1)C 2-(6-{5-chloro-2-[(oxan-4-yl)amino]pyrimidin-4-yl}-1-oxo-2,3-dihydro-1H-isoindol-2-yl)-N-[2-hydroxy-1-(2-methyl-1,3-thiazol-4-yl)ethyl]acetamide